QUINOLINE-6-BORONIC ACID N1=CC=CC2=CC(=CC=C12)B(O)O